O=C1C[C@H](CN1C1=CC=C(C=C1)S(=O)(=O)N1CCNCC1)NC(OCC1=CC=CC=C1)=O benzyl N-[(3R)-5-oxo-1-(4-piperazin-1-ylsulfonylphenyl)pyrrolidin-3-yl]carbamate